COC(CCCCCCOCC(COCCCCCCCC\C=C/C\C=C/CCCCC)N(C)C)=O.FC(COC=C)(F)F (2,2,2-trifluoroethoxy) ethylene methyl-7-(2-(dimethylamino)-3-((9Z,12Z)-octadeca-9,12-dien-1-yloxy)propoxy)heptanoate